2-chloro-N-(1-(3-chloro-2-methyl-5-nitrophenyl)-3-hydroxypropan-2-yl)acetamide ClCC(=O)NC(CC1=C(C(=CC(=C1)[N+](=O)[O-])Cl)C)CO